(2S)-2-methyl-morpholine hydrochloride Cl.C[C@H]1CNCCO1